COC[C@@]1(NC2=C(NC1=S)C=NC1=C2C=CN1S(=O)(=O)C1=CC=CC=C1)C (S)-2-(methoxymethyl)-2-methyl-7-(benzenesulfonyl)-1,2,4,7-tetrahydro-3H-pyrrolo[3',2':5,6]pyrido[3,4-b]pyrazine-3-thione